FC1=CC=C(C=C1)C1=NN2C(COC[C@@H]2C)=C1C1=C2C(=NC(=C1)C)NN=C2 (S)-2-(4-Fluorophenyl)-7-methyl-3-(6-methyl-1H-pyrazolo[3,4-b]pyridin-4-yl)-6,7-dihydro-4H-pyrazolo[5,1-c][1,4]oxazine